1-(2-(3,4-Dimethoxyphenoxy)ethyl)-2-methyl-1H-indole-3-carbaldehyde COC=1C=C(OCCN2C(=C(C3=CC=CC=C23)C=O)C)C=CC1OC